C(C(C)C)(=O)OC1C(OCC1)[C@H]([2H])O 2-((S)-hydroxymethyl-d)tetrahydrofuran-3-yl isobutyrate